[Ce].[Ni](Cl)Cl nickel chloride, cerium salt